(R)-1-(3-(3-((1,4-dioxan-2-yl)methoxy)-1H-pyrazolo[3,4-b]pyridin-5-yl)bicyclo[1.1.1]pentan-1-yl)-1-methyl-3-(1-methyl-2-oxo-5-(trifluoromethyl)-1,2-dihydropyridin-3-yl)urea O1[C@H](COCC1)COC1=NNC2=NC=C(C=C21)C21CC(C2)(C1)N(C(=O)NC=1C(N(C=C(C1)C(F)(F)F)C)=O)C